C(CCC(=O)C)(=O)[O-] Levulinat